[Br-].C(C=C)N N-allylamine bromide